(4S,5S)-1-(3,4-Dihydroisoquinolin-2(1H)-yl)-5-fluoro-3-(methylsulfonyl)-5,6-dihydro-4H-cyclopenta[c]thiophen-4-ol C1N(CCC2=CC=CC=C12)C=1SC(=C2C1C[C@@H]([C@H]2O)F)S(=O)(=O)C